BrC=1C=C(C(=O)NCCCCCCC(=O)NO)C=CC1NC(=O)NC12C[C@]3(C[C@](CC(C1)C3)(C2)C)C 3-bromo-4-(3-((1r,3r,5s,7r)-3,5-dimethyladamantan-1-yl)ureido)-N-(7-(hydroxyamino)-7-oxoheptyl)benzamide